(S)-1-amino-2-(1-(but-2-ynoyl)pyrrolidin-2-yl)-4-(4-((4-methoxy-pyridin-2-yl)carbamoyl)phenyl)-1H-imidazole-5-carboxamide NN1C(=NC(=C1C(=O)N)C1=CC=C(C=C1)C(NC1=NC=CC(=C1)OC)=O)[C@H]1N(CCC1)C(C#CC)=O